N-(2,3-difluorophenyl)-4-[3-(1-methylethyl)phenyl]-2-oxo-3-pyrrolidinecarboxamide FC1=C(C=CC=C1F)NC(=O)C1C(NCC1C1=CC(=CC=C1)C(C)C)=O